(R)-1-(4-((4-((4-((1-(3-amino-5-(trifluoromethyl)phenyl)ethyl)amino)-7-methoxy-2-methylquinazolin-6-yl)oxy)piperidin-1-yl)methyl)-2-fluorophenyl)dihydropyrimidine-2,4(1H,3H)-dione NC=1C=C(C=C(C1)C(F)(F)F)[C@@H](C)NC1=NC(=NC2=CC(=C(C=C12)OC1CCN(CC1)CC1=CC(=C(C=C1)N1C(NC(CC1)=O)=O)F)OC)C